FC(CN1C[C@@H]2[C@H](C1)CC(C2)CCOC=2C=C1C(=CN(C1=CC2)C(=O)OC(C)(C)C)NC(=O)OC(C)(C)C)(F)F tert-butyl 5-{2-[(3aR,5R,6aS)-2-(2,2,2-trifluoroethyl)-octahydrocyclopenta[c]pyrrol-5-yl]ethoxy}-3-{[(tert-butoxy)carbonyl]amino}-1H-indole-1-carboxylate